decanoyl-imidazoline C(CCCCCCCCC)(=O)N1C=NCC1